N-(4-fluorocyclohexyl)-4-hydroxy-2-oxo-1-(2-oxoethyl)-1,8-naphthyridine-3-carboxamide FC1CCC(CC1)NC(=O)C=1C(N(C2=NC=CC=C2C1O)CC=O)=O